bicyclo(2.2.2)oct-5-ene-2,3-dicarboxylic anhydride C12C3C(C(C=C1)CC2)C(=O)OC3=O